(2R,5S)-4-(3-Chloro-4-cyanophenyl)-N-(6-(4-(hydroxymethyl)piperidin-1-yl)pyridin-3-yl)-2,5-dimethylpiperazine-1-carboxamide ClC=1C=C(C=CC1C#N)N1C[C@H](N(C[C@@H]1C)C(=O)NC=1C=NC(=CC1)N1CCC(CC1)CO)C